4-cyano-N-(((1S,4aS,4bR,6aR,8R,10aS,10bR,12aS)-12a-ethyl-8-hydroxy-8-methyloctadecahydrochrysen-1-yl)methyl)benzamide C(#N)C1=CC=C(C(=O)NC[C@H]2CCC[C@H]3[C@@H]4CC[C@@H]5C[C@](CC[C@@H]5[C@H]4CC[C@]23CC)(C)O)C=C1